C1(=CC=CC=C1)N1[NH2+]C(=NN1C1=CC=CC=C1)C#N 2,3-diphenyl-5-cyanotetrazolium